C(C)(C)(C)ON1C=NC=C1 N-tert-butoxyImidazole